3-[3-(6-Azidohexoxy)-4-(methoxymethoxy)phenyl]-1-[2-hydroxy-4,6-bis(methoxymethoxy)phenyl]prop-2-en-1-one N(=[N+]=[N-])CCCCCCOC=1C=C(C=CC1OCOC)C=CC(=O)C1=C(C=C(C=C1OCOC)OCOC)O